4-(5-(3-methylpiperidine-1-carbonyl)-1-(p-tolyl)-1H-benzo[d]imidazol-2-yl)benzonitrile CC1CN(CCC1)C(=O)C1=CC2=C(N(C(=N2)C2=CC=C(C#N)C=C2)C2=CC=C(C=C2)C)C=C1